4-(benzofuran-4-yloxy)-2-chlorobenzoic acid methyl ester COC(C1=C(C=C(C=C1)OC1=CC=CC2=C1C=CO2)Cl)=O